(R)-8-(5-amino-3,3-dimethylpiperidin-1-yl)quinoxaline-5-carbonitrile N[C@@H]1CC(CN(C1)C1=CC=C(C=2N=CC=NC12)C#N)(C)C